5-[(3-methoxycyclohexyl)oxy]-4-(3-methoxypyridin-2-yl)-6-oxopyran-2-carboxylic acid COC1CC(CCC1)OC1=C(C=C(OC1=O)C(=O)O)C1=NC=CC=C1OC